CC1=C(C=2N(C=C1C=1NC3=CC=C(C=C3C1C(C)C)C1OCCN(C1)C(CNC)=O)N=CN2)C 1-(2-(2-(7,8-dimethyl-[1,2,4]triazolo[1,5-a]pyridin-6-yl)-3-isopropyl-1H-indol-5-yl)morpholino)-2-(methylamino)ethan-1-one